FC1=CC(=C(C=C1)C1CC2C(N(OC2(C)C)C)C(C1)C)C 5-(4-Fluoro-2-methylphenyl)-1,3,3,7-tetramethyloctahydrobenzo[c]isoxazol